3-propan-2-ylpyrrolidin CC(C)C1CNCC1